C(CCCCCCCC=CCC=CC)CC(=O)[O-] 9,12-Tetradecadienyl-acetate